COCCNC(=O)C1=NC=C(C(=C1)C)B1OC(C(O1)(C)C)(C)C N-(2-methoxyethyl)-4-methyl-5-(4,4,5,5-tetramethyl-1,3,2-dioxaborolan-2-yl)pyridine-2-carboxamide